C(C(=O)C=O)OP(=O)(O)O The molecule is a 2-oxo aldehyde consisting of pyruvaldehyde having a phosphooxy group at the 3-position. It is a conjugate acid of a hydroxypyruvaldehyde phosphate(2-).